C(C1=CC=CC=C1)N(C[C@@H](CCCCl)O)CC1=CC=CC=C1 (R)-1-dibenzylamino-5-chloro-2-pentanol